N[C@H](C(=O)N[C@H](C(=O)O)CC1=CC(=C(C=C1)O)O)COP(=O)(O)O (2S)-2-[[(2S)-2-amino-3-phosphonooxypropionyl]amino]-3-(3,4-dihydroxyphenyl)propanoic acid